O=S1(N(C[C@@H]2N(C3=C1C=CC=C3)CCC2)CC=2C=C(C=CC2C)[C@@H](CC(=O)O)C2=CC=3N(C=C2)C(=NN3)C)=O (R)-3-(3-(((R)-5,5-Dioxido-7a,8,9,10-tetrahydrobenzo[f]pyrrolo[2,1-d][1,2,5]thiadiazepin-6(7H)-yl)methyl)-4-methylphenyl)-3-(3-methyl-[1,2,4]triazolo[4,3-a]pyridin-7-yl)propanoic acid